C1(=CC=CC=C1)[C@@H]([C@H]1CNC2=C(N1)N=CC=C2)NC[C@@H](C)C2=CC=C(C#N)C=C2 |o1:19| 4-((S or R)-1-(((S)-phenyl((R)-1,2,3,4-tetrahydropyrido[2,3-b]pyrazin-3-yl)methyl)amino)propan-2-yl)benzonitrile